5-bromo-N-(3-chlorophenyl)-2-fluorobenzamide C1=CC(=CC(=C1)Cl)NC(=O)C2=C(C=CC(=C2)Br)F